ClC1=C(C=CC=C1)S(=O)(=O)NC(=O)C=1C=CC(=C(OC2=NC=CC=C2C2=NC(=NC=C2)N[C@@H]2CN(CCC2)C(=O)OC(C)(C)C)C1)C tert-butyl (3S)-3-[[4-[2-[5-[(2-chlorophenyl)sulfonylcarbamoyl]-2-methyl-phenoxy]-3-pyridyl]pyrimidin-2-yl]amino]piperidine-1-carboxylate